(S)-2-(3-fluoro-5-isopropyl-2-methoxyphenyl)-2-((R)-3-((5-(3-methyl-5,6,7,8-tetrahydro-1,8-naphthyridin-2-yl)pentyl)oxy)pyrrolidin-1-yl)acetic acid FC=1C(=C(C=C(C1)C(C)C)[C@@H](C(=O)O)N1C[C@@H](CC1)OCCCCCC1=NC=2NCCCC2C=C1C)OC